ethyl-dimethoxyethoxysilane C(C)[SiH2]OCC(OC)OC